2,6-dibromo-4,4-bis(2-ethylhexyl)-4H-silacyclopenta[3,2-b:4,5-b']Dithiophene Br[Si]1=CC2=C(S1)C=1SC(=CC1C2(CC(CCCC)CC)CC(CCCC)CC)Br